O1CCCC2=CC(=CC=C12)C=O chromane-6-carbaldehyde